C(C)(C)(C)OC(=O)NCC1=NOC(C1)(C(=O)OC)C(C)C1=CC=CC=C1 methyl 3-(((tert-butoxycarbonyl)amino)methyl)-5-(1-phenylethyl)-4,5-dihydroisoxazole-5-carboxylate